(Z)-5-(6-(4-carboxyphenyl)-2-oxoindolin-3-ylidenemethyl)-2,4-dimethyl-1H-pyrrole-3-carboxylic acid C(=O)(O)C1=CC=C(C=C1)C1=CC=C2/C(/C(NC2=C1)=O)=C/C1=C(C(=C(N1)C)C(=O)O)C